O[C@@H](CN(C(OC(C)(C)C)=O)[C@H]1COC2(C1)CCN(CC2)S(=O)(=O)C=2C=C1C(=NC2)NC=C1C(F)(F)F)COC1=CC(=CC=C1)S(NC)(=O)=O tert-butyl ((S)-2-hydroxy-3-(3-(N-methylsulfamoyl)phenoxy)propyl)((R)-8-((3-(trifluoromethyl)-1H-pyrrolo[2,3-b]pyridin-5-yl)sulfonyl)-1-oxa-8-azaspiro[4.5]decan-3-yl)carbamate